C(C=CC)(=O)OCC 2-Butenoic acid, ethyl ester